5'-bromo-4,5-dihydro-2H-spiro[furan-3,3'-indoline] BrC=1C=C2C3(CNC2=CC1)COCC3